FC=1C=CC2=C(NC([C@H]([C@H](O2)C)NC(C(C(=O)NCC(C(F)(F)F)(F)F)OC)=O)=O)C1 N-((6R,7S)-2-fluoro-6-methyl-8-oxo-6,7,8,9-tetrahydro-5-oxa-9-aza-benzocyclohepten-7-yl)-2-methoxy-N'-(2,2,3,3,3-pentafluoro-propyl)-malonamide